3-amino-6-(1H-imidazol-1-yl)-N-((1r,4r)-4-methoxycyclohexyl)pyridinecarboxamide NC=1C(=NC(=CC1)N1C=NC=C1)C(=O)NC1CCC(CC1)OC